N1N=NC2=C1C(=CC=C2)CC(=O)O 2-(1H-benzo[d][1,2,3]triazol-7-yl)acetic acid